COC(=O)C=1C=NC=C(C1)NC([C@@H](C)OC1=CC=C2C(=CC(OC2=C1)=O)C1=C(C=C(C=C1)F)Cl)=O 5-[[(2R)-2-[4-(2-chloro-4-fluoro-phenyl)-2-oxo-chromen-7-yl]oxypropionyl]amino]pyridine-3-carboxylic acid methyl ester